[Sb+]=O.[As+3] arsenic antimonous oxide